4-({[1-(Furan-3-carbonyl)-3-[1-(3-hydroxypyrrolidin-1-carbonyl)-3-methyl-5-oxopiperidin-4-yl]-4-methyl-1H-pyrazol-5-yl]oxy}methyl)benzol O1C=C(C=C1)C(=O)N1N=C(C(=C1OCC1=CC=CC=C1)C)C1C(CN(CC1=O)C(=O)N1CC(CC1)O)C